(3s,4r,5r)-1-((4,7-difluoro-2,3-dihydro-1H-inden-2-yl)methyl)piperidine-3,4,5-triol FC1=C2CC(CC2=C(C=C1)F)CN1C[C@@H](C([C@@H](C1)O)O)O